tert-butyl 4-(3-iodo-1H-pyrazol-1-yl)-2,2-dimethylbutyrate IC1=NN(C=C1)CCC(C(=O)OC(C)(C)C)(C)C